C(C)S(=O)(=O)N[C@H]1C([C@H](N(C1)C(=O)NC1=NOC2=C1C(=CC(=C2)F)C2=C(C=C(C=C2F)F)F)CO)(F)F (2R,4R)-4-[(ethanesulfonyl)amino]-3,3-difluoro-N-[6-fluoro-4-(2,4,6-trifluorophenyl)-1,2-benzoxazol-3-yl]-2-(hydroxymethyl)pyrrolidine-1-carboxamide